2-deoxy-2-fluoro-1,3,5-tribenzoyl-α-D-arabinofuranose F[C@@H]1[C@@](O)(O[C@@H]([C@]1(O)C(C1=CC=CC=C1)=O)C(O)C(C1=CC=CC=C1)=O)C(C1=CC=CC=C1)=O